NCC(=O)N1CC2(OCCO2)C[C@H]1C(=O)N[C@H](C)C=1SC=C(C1)C(N)=N (8S)-7-(2-aminoacetyl)-N-[(1R)-1-(4-carbamimidoylthiophen-2-yl)ethyl]-1,4-dioxa-7-azaspiro[4.4]nonane-8-carboxamide